C(#N)C=1C=CC2=CC3=CC=C(C=C3N=C2C1)C#N 3,6-dicyanoacridine